(S)-2-amino-4-cyanobutanoic acid N[C@H](C(=O)O)CCC#N